(3S)-methyl 7-hydroxy-5-oxo-octahydroindolizine-3-carboxylate OC1CC(N2[C@@H](CCC2C1)C(=O)OC)=O